ClC1=C(C(=O)N[C@H](C(=O)O)CCN(CCCCC2=NC=3NCCCC3C=C2)C)C=CC=C1F (S)-2-(2-chloro-3-fluorobenzamido)-4-(methyl(4-(5,6,7,8-tetrahydro-1,8-naphthyridin-2-yl)butyl)amino)butanoic acid